CC1=C(C(=CC=C1)C)NC(=S)NC(=O)NCCCCC1=CC=C(C=C1)C1=NN(C=N1)C1=CC=C(C=C1)OC(F)(F)F 1-[(2,6-dimethylphenyl)carbamothioyl]-3-[4-[4-[1-[4-(trifluoromethoxy)phenyl]-1H-1,2,4-triazol-3-yl]phenyl]butyl]urea